CC1=CN(C2=CC(=CC=C12)C(NC)=O)C(C(=O)NC1=C(C=CC(=C1)CN1N=C(C=C1C)C(F)(F)F)CCCC(=O)O)C 4-[2-({2-[3-methyl-6-(methylcarbamoyl)-1H-indol-1-yl]propanoyl}amino)-4-{[5-methyl-3-(trifluoromethyl)-1H-pyrazol-1-yl]methyl}phenyl]butanoic acid